di(2-fluorophenyl) carbonate C(OC1=C(C=CC=C1)F)(OC1=C(C=CC=C1)F)=O